17-(5-methyl-4-prop-2-enoyl-2,3-dihydroquinoxalin-1-yl)-1,6,11,13,20-pentazatetracyclo[10.6.2.12,6.015,19]henicosa-12,14,16,19-tetraen-18-one CC1=C2N(CCN(C2=CC=C1)C1=CC2=CN=C3NCCCCN4CCCC(N(C1=O)C2=N3)C4)C(C=C)=O